S(=O)(=O)([O-])C1=CC=C(C)C=C1.O[C@@H]1COCC[C@H]1[NH3+] (3S,4R)-3-hydroxytetrahydro-2H-pyran-4-aminium tosylate salt